C(C=C)(=O)N1[C@H](CN(C[C@H]1C)C1=NC(N2C3=C(C(=C(C=C13)C(F)(F)F)C1=CC=CC=C1)SC[C@@H]2COC)=O)C (S)-7-((3S,5R)-4-acryloyl-3,5-dimethylpiperazin-1-yl)-3-(methoxymethyl)-10-phenyl-9-(trifluoromethyl)-2,3-dihydro-5H-[1,4]thiazino[2,3,4-ij]quinazolin-5-one